C(C)C1(CCN(CC1)C(=O)O)C(=O)O 4-ethylpiperidine-1,4-dicarboxylic acid